N1=C(C=CC=C1)CNCC1=CC=C(C=C1)CN(C1CCCC=2C=CC=NC12)C1CNCC1 N-(2-pyridylmethyl)-N'-3-pyrrolidinyl-N'-(5,6,7,8-tetrahydro-8-quinolinyl)-1,4-xylylenediamine